[O-2].[Zn+2].[Cd+2].[O-2] Cadmium zinc oxide